ClC1=CC2=C(CC(O2)(C)C)C=C1 6-chloro-2,2-dimethyl-2,3-dihydrobenzofuran